(S)-N-(2-Methoxy-5-((5-(trifluoromethyl)pyridin-2-yl)oxy)phenyl)-3-methyl-2-oxoimidazolidine-4-carboxamide COC1=C(C=C(C=C1)OC1=NC=C(C=C1)C(F)(F)F)NC(=O)[C@H]1N(C(NC1)=O)C